tert-butyl 7-(4-((1R,5S)-8-(tert-butoxycarbonyl)-3,8-diazabicyclo[3.2.1]oct-3-yl)-7-chloro-8-fluoroquinazolin-2-yl)-1,7-diazaspiro[4.4]nonane-1-carboxylate C(C)(C)(C)OC(=O)N1[C@H]2CN(C[C@@H]1CC2)C2=NC(=NC1=C(C(=CC=C21)Cl)F)N2CC1(CCCN1C(=O)OC(C)(C)C)CC2